5-((2-methoxyquinolin-3-yl)methyl)pyrazolo[1,5-a]pyridine-3-carbonitrile COC1=NC2=CC=CC=C2C=C1CC1=CC=2N(C=C1)N=CC2C#N